C(N)(=N)C=1C=C(SC1)CNC(=O)[C@H]1N(CCC1)C(CNC(=O)C1=CC=C(C=C1)OCC)=O (2S)-N-[(4-carbamimidoylthiophen-2-yl)methyl]-1-{2-[(4-ethoxyphenyl)formamido]acetyl}pyrrolidine-2-carboxamide